2H-1,3-benzoxazine O1CN=CC2=C1C=CC=C2